C1(=CC=CC=C1)S(=O)(=O)O.[C-]1(C=CC=C1)[Na].[CH-]1C=CC=C1.[Fe+2] ferrocenyl-sodium benzenesulfonate